NC1=C(SC2=NC(=CN=C21)C)C(=O)NC2CC=1C(=CC(=NC1CC2)N2CC1(CCOC1)C(C2)N)F 7-amino-N-(2-{9-amino-2-oxa-7-azaspiro[4.4]nonan-7-yl}-4-fluoro-5,6,7,8-tetrahydroquinolin-6-yl)-3-methylthieno[2,3-b]pyrazine-6-carboxamide